((5-(2-fluorophenyl)-1-((3-methoxyphenyl)sulfonyl)-1H-pyrrol-3-yl)methyl)(methyl)carbamic acid tertButyl ester C(C)(C)(C)OC(N(C)CC1=CN(C(=C1)C1=C(C=CC=C1)F)S(=O)(=O)C1=CC(=CC=C1)OC)=O